1-(2-fluoro-4-(3-oxo-5-phenyl-6,7-dihydro-3H-pyrrolo[2,1-c][1,2,4]triazol-2(5H)-yl)benzyl)-2-methyl-1H-imidazole-4-carboxylic acid methyl ester COC(=O)C=1N=C(N(C1)CC1=C(C=C(C=C1)N1N=C2N(C1=O)C(CC2)C2=CC=CC=C2)F)C